1-(piperidin-3-yl)pyridin-2(1H)-one N1CC(CCC1)N1C(C=CC=C1)=O